C(C)(C)(C)N(C(=O)OCCCCC1=CC=C(C=C1)N)C1(CCNCC1)C 4-(4-aminophenyl)butan-1-ol tert-butyl-N-(4-methyl-4-piperidyl)carbamate